ClC1=CC=C(C(=N1)C(=O)NS(=O)(=O)C)N[C@H](C)C=1C=C(C=C2C(C(=C(OC12)C1=CC=CC=C1)C=1C=NOC1C)=O)C 6-Chloro-3-[[(1R)-1-[6-methyl-3-(5-methylisoxazol-4-yl)-4-oxo-2-phenyl-chromen-8-yl]ethyl]-amino]-N-methylsulfonyl-pyridine-2-carboxamide